methyl-(E)-3-(4-((7-hydroxy-3-(2-isopropylbenzoyl)quinolin-4-yl)oxy)phenyl)acrylic acid C/C(/C(=O)O)=C\C1=CC=C(C=C1)OC1=C(C=NC2=CC(=CC=C12)O)C(C1=C(C=CC=C1)C(C)C)=O